ClC=1C=CC2=C(N=C(O2)N2CCN[C@@H](CC2)C)C1 5-chloro-2-[(5R)-hexahydro-5-methyl-1H-1,4-diazepin-1-yl]benzoxazole